I.ClC(Cl)(Cl)N trichloromethyl-amine hydroiodic acid salt